C1=CC2=C(C(=C1)O)N=CC=C2 Oxychinolin